S(N)(OC[C@@H]1[C@H](C[C@@H](C1)NC1=NC=NC=C1C(=O)C=1SC(=C(C1)[C@H](C)C1=CC(=CC=C1)Cl)C)O)(=O)=O [(1R,2S,4R)-4-{[5-({4-[(1R)-1-(3-chlorophenyl)ethyl]-5-methyl-2-thienyl}carbonyl)pyrimidin-4-yl]amino}-2-hydroxycyclopentyl]methyl sulfamate